(1s,4s)-4-(3-chloroanilino)-2'-[4-(pyridin-4-yl)-1-benzofuran-2-yl]spiro[cyclohexane-1,1'-indene]-4-carboxylic acid ClC=1C=C(NC2(CCC3(C(=CC4=CC=CC=C34)C=3OC4=C(C3)C(=CC=C4)C4=CC=NC=C4)CC2)C(=O)O)C=CC1